1-(4-(4-(2-(2-(2-(2-((2-(2,6-dioxopiperidin-3-yl)-1,3-dioxoisoindolin-4-yl)thio)ethoxy)ethoxy)ethoxy)acetyl)piperazin-1-yl)benzoyl)piperidin O=C1NC(CCC1N1C(C2=CC=CC(=C2C1=O)SCCOCCOCCOCC(=O)N1CCN(CC1)C1=CC=C(C(=O)N2CCCCC2)C=C1)=O)=O